(R)-N-(2-(4-(4-cyclopropylpiperazin-1-yl)piperidin-1-yl)-4-meth-oxy-5-((6-(3-(3-(thiophen-2-yl)-phenyl)isoxazolidin-2-yl)pyrimidin-4-yl)amino)-phenyl)acrylamide C1(CC1)N1CCN(CC1)C1CCN(CC1)C1=C(C=C(C(=C1)OC)NC1=NC=NC(=C1)N1OCC[C@@H]1C1=CC(=CC=C1)C=1SC=CC1)NC(C=C)=O